COC(C1=CC=NC=C1C=O)OC 4-(dimethoxymethyl)nicotinaldehyde